FC=1C(=C(C=CC1F)C(=O)N1CC(C1)(O)C(CNC(C)C)(C)C)NC1=C(C=C(C=C1)I)F 1-({3,4-difluoro-2-[(2-fluoro-4-iodophenyl)amino]Phenyl}carbonyl)-3-{1,1-dimethyl-2-[(1-methylethyl)amino]Ethyl}azetidin-3-ol